(5'S,7a'R)-5'-(3,5-difluoro-phenyl)-1-(1-methyl-1H-pyrazole-4-carbonyl)tetra-hydro-3'H-spiro[piperidine-4,2'-pyrrolo[2,1-b]oxazol]-3'-one FC=1C=C(C=C(C1)F)[C@@H]1CC[C@H]2OC3(C(N21)=O)CCN(CC3)C(=O)C=3C=NN(C3)C